1-(4-fluoro-2-methylphenyl)-3-(6-methoxy-2-methylpyridin-3-yl)-6-(trifluoromethyl)-1,2,3,4-tetra-hydroquinazoline FC1=CC(=C(C=C1)N1CN(CC2=CC(=CC=C12)C(F)(F)F)C=1C(=NC(=CC1)OC)C)C